4-(4-fluoro-3-(trifluoromethyl)benzyl)-N-hydroxy-3-oxo-3,4-dihydro-2H-benzo[b][1,4]oxazine-6-carboxamide FC1=C(C=C(CN2C3=C(OCC2=O)C=CC(=C3)C(=O)NO)C=C1)C(F)(F)F